C=C(C(=O)[O-])C(=O)[O-] 2-methylenemalonate